N1CC(C1)CNC=1C=C(C(=O)NC2=CC=C(C=C2)S(=O)(=O)N2CCN(CC2)C2=NC(=CC(=C2)C(F)(F)F)Cl)C=CC1 3-(azetidin-3-ylmethylamino)-N-[4-[4-[6-chloro-4-(trifluoromethyl)-2-pyridinyl]piperazin-1-yl]sulfonylphenyl]benzamide